1-(4-(3-nitro-9H-carbazol-9-yl)phenyl)ethanone oxime [N+](=O)([O-])C=1C=CC=2N(C3=CC=CC=C3C2C1)C1=CC=C(C=C1)C(C)=NO